N1=CN=C2NC=NC2=C1N1CCSC(=C1)C1=NNC=C1 4-(9H-purin-6-yl)-6-(1H-pyrazol-3-yl)-3,4-dihydro-2H-1,4-thiazine